2-(Pyridin-3-yl)-1-[5-(pyridine-2-sulfonyl)-1H,2H,3H,4H,5H,6H-pyrrolo[3,4-c]pyrrole-2-yl]ethan-1-one N1=CC(=CC=C1)CC(=O)N1CC=2CN(CC2C1)S(=O)(=O)C1=NC=CC=C1